ClC1=C(C(=CC=C1)Cl)/C(/N1[C@@H](CC(C1)(F)F)CO)=N\NS(=O)(=O)C1=CC=C(C=C1)C N-[(E)-[(2,6-dichlorophenyl)-[(2S)-4,4-difluoro-2-(hydroxymethyl)pyrrolidin-1-yl]methylene]amino]-4-methyl-benzenesulfonamide